ClC=1C(=C(C=CC1)NC=1C2=C(N=CN1)C=CC(=N2)[C@H]2CN(CCC2)C(=O)OC(C)(C)C)F tert-butyl (R)-3-(4-((3-chloro-2-fluorophenyl)amino)pyrido[3,2-d]pyrimidin-6-yl)piperidine-1-carboxylate